6-((tert-butoxycarbonylamino)methyl)benzothiazole-2-carboxylic acid C(C)(C)(C)OC(=O)NCC1=CC2=C(N=C(S2)C(=O)O)C=C1